C(C)OC(=O)C=1C=C2N(N1)CCC2C.NC2=C1C(=NC=N2)NN=C1N1CCCCC1 4-aminopyrazolo[3,4-d]pyrimidinyl-piperidine ethyl-4-methyl-5,6-dihydro-4H-pyrrolo[1,2-b]pyrazole-2-carboxylate